3-(4-fluorophenyl)-3-[(2H5)phenyloxy]azetidine FC1=CC=C(C=C1)C1(CNC1)OC1=C(C(=C(C(=C1[2H])[2H])[2H])[2H])[2H]